2-methoxy-2-methylbutyric acid COC(C(=O)O)(CC)C